N1=C(C=CC=C1)C#CC1=C2C(=CN=C1)SC(=C2)C(=O)O 4-(pyridin-2-ylethynyl)thieno[2,3-c]pyridine-2-carboxylic acid